1-(3,4-dichlorophenyl)-4,5-dimethyl-3-[3-(pyrrolidin-1-yl)propoxy]-1H-pyrazole hydrochloride Cl.ClC=1C=C(C=CC1Cl)N1N=C(C(=C1C)C)OCCCN1CCCC1